N-[(1S)-1-[[2-chloro-5-[2-(2-oxa-8-azaspiro[3.5]nonan-8-yl)pyrimidin-4-yl]phenyl]methyl]-2-[4-(3,5-dimethyl-1H-pyrazol-4-yl)anilino]-2-oxo-ethyl]-1-fluoro-cyclopropanecarboxamide ClC1=C(C=C(C=C1)C1=NC(=NC=C1)N1CCCC2(COC2)C1)C[C@@H](C(=O)NC1=CC=C(C=C1)C=1C(=NNC1C)C)NC(=O)C1(CC1)F